ClC1=CC=C2C(=C(N(C2=C1C=1C(=NN(C1C)C)C)CCN1CCOCC1)C(=O)N(C1=CC=C(C(=O)O)C=C1)C)CCCOC1=CC(=C(C(=C1)C)Cl)C 4-[[6-Chloro-3-[3-(4-chloro-3,5-dimethyl-phenoxy)propyl]-1-(2-morpholinoethyl)-7-(1,3,5-trimethylpyrazol-4-yl)indole-2-carbonyl]-methyl-amino]benzoic Acid